CC1(NC2=CC=C(C=C2C1)C1=C(C=CC2=C1CCCC=C2C=2C=NC(=CC2)O[C@@H]2CN(CC2)CCCF)O)C (2,2-Dimethylindolin-5-yl)-5-[6-[(3S)-1-(3-fluoropropyl)pyrrolidin-3-yl]oxy-3-pyridyl]-8,9-dihydro-7H-benzo[7]annulen-2-ol